FC(C=1C=C2CCCNC2=CC1)(F)F 6-(trifluoromethyl)-1,2,3,4-tetrahydroquinoline